ClC1=CC=C(OC2=CC=C(CNC3CC4C(CN(C4)C(=O)N4N=C(C=C4)C(=O)O)C3)C=C2)C=C1 1-(trans-5-((4-(4-chlorophenoxy)benzyl)amino)octahydrocyclopenta[c]pyrrole-2-carbonyl)-1H-pyrazole-3-carboxylic acid